pyrrole-2(1H)carboxylic acid tert-butyl ester C(C)(C)(C)OC(=O)C=1NC=CC1